7-amino-6-chloroacenaphthylen-1(2H)-one NC=1C(=C2C=CC=C3CC(C(C1)=C32)=O)Cl